CC(C)(C)CCCCCC(=O)O[Sn](C)(C)OC(=O)CCCCCC(C)(C)C dimethylbis((1-oxoneodecyl)oxy)stannane